C(C=C)(=O)N1C[C@H](CC1)N1N=C(C(=C1NC)C(=O)N)C#CC1=CC2=C(N(C=N2)C)C(=C1F)F (S)-1-(1-acryloylpyrrolidin-3-yl)-3-((6,7-difluoro-1-methyl-1H-benzo[d]imidazol-5-yl)ethynyl)-5-(methylamino)-1H-pyrazole-4-carboxamide